N,N-diethyl-N-methyl-N-heptylammonium acetate C(C)(=O)[O-].C(C)[N+](CCCCCCC)(C)CC